4-((S)-3-aminopiperidin-1-yl)-5-(1-(difluoromethyl)-1H-pyrazol-4-yl)-N-(6-(2-fluoro-6-methoxyphenyl)-5-nitropyridin-2-yl)pyridin-2-amine N[C@@H]1CN(CCC1)C1=CC(=NC=C1C=1C=NN(C1)C(F)F)NC1=NC(=C(C=C1)[N+](=O)[O-])C1=C(C=CC=C1OC)F